CC1=C(C#[N+][O-])C(=CC(=C1)O[Si](C(C)C)(C(C)C)C(C)C)C 2,6-dimethyl-4-triisopropylsiloxybenzonitrile oxide